(3-cyclopentylpropyl)boronic acid C1(CCCC1)CCCB(O)O